C(C)OC(C1=CC(=CC=C1)N1C(NC2=C(C1=O)C(=C(S2)C(NCC=O)=O)C)=O)=O 3-(5-methyl-2,4-dioxo-6-((2-oxoethyl)carbamoyl)-1,2-dihydrothieno[2,3-d]pyrimidin-3(4H)-yl)benzoic acid ethyl ester